5-Fluoro-2-(((trans-4-hydroxycyclohexyl)thio)methyl)-7-(((R)-1-(methylsulfonyl)piperidin-3-yl)amino)quinazolin-4(3H)-one FC1=C2C(NC(=NC2=CC(=C1)N[C@H]1CN(CCC1)S(=O)(=O)C)CS[C@@H]1CC[C@H](CC1)O)=O